cyclobut-1-en-1-yl-(3-(4-(1,2-dihydroxyethyl)-1-(4-(trifluoromethoxy)phenyl)-1H-pyrazolo[3,4-b]pyridin-3-yl)azetidin-1-yl)methanone C1(=CCC1)C(=O)N1CC(C1)C1=NN(C2=NC=CC(=C21)C(CO)O)C2=CC=C(C=C2)OC(F)(F)F